1,3-dibutylurea C(CCC)NC(=O)NCCCC